C(C=C)C1=C(C=C(C(=C1)OC)OC)OC 1-allyl-2,4,5-trimethoxybenzene